2-phenylisothiazolo[5,4-b]quinolin C1(=CC=CC=C1)N1SC2=NC3=CC=CC=C3C=C2C1